N-{3-[4-(Hydroxymethyl)phenyl]-1-[4-(trifluoromethoxy)phenyl]-1H-pyrazol-5-yl}acetamid OCC1=CC=C(C=C1)C1=NN(C(=C1)NC(C)=O)C1=CC=C(C=C1)OC(F)(F)F